2-(4-(Bromomethyl)piperidin-1-yl)-6-(1H-imidazol-1-yl)pyridine BrCC1CCN(CC1)C1=NC(=CC=C1)N1C=NC=C1